ClC=1C(=NC(=NC1)NC1=NC=NC(=C1)OC)C1=CC=C2CN(C(C2=C1)=O)[C@@H](C(=O)N[C@H](CO)C1=CC(=CC(=C1)OC)F)C (2R)-2-(6-{5-chloro-2-[(6-methoxypyrimidin-4-yl)amino]pyrimidin-4-yl}-1-oxo-2,3-dihydro-1H-isoindol-2-yl)-N-[(1S)-1-(3-fluoro-5-methoxyphenyl)-2-hydroxyethyl]propanamide